1-Phenyl-2-(pyridin-3-yl)ethanone C1(=CC=CC=C1)C(CC=1C=NC=CC1)=O